N-(4-phenoxybenzyl)-2-phenylethane-1-amine O(C1=CC=CC=C1)C1=CC=C(CNCCC2=CC=CC=C2)C=C1